N-[(1R,2R)-2-{3-[2-(2,6-dioxopiperidin-3-yl)-1-oxo-3H-isoindol-4-yl]prop-2-yn-1-yl}cyclohexyl]-3-methoxy-4-nitrobenzamide O=C1NC(CCC1N1C(C2=CC=CC(=C2C1)C#CC[C@@H]1[C@@H](CCCC1)NC(C1=CC(=C(C=C1)[N+](=O)[O-])OC)=O)=O)=O